C(C)[C@H]1[C@H](NC([C@H]1F)=O)COC1=NC=CC2=CC(=C(C=C12)OC(C)C)C(=O)N 1-{[(2s,3s,4s)-3-ethyl-4-fluoro-5-oxopyrrolidin-2-yl]methoxy}-7-(prop-2-yloxy)isoquinoline-6-carboxamide